2-(2-ethylbutanoylamino)-4-[4-(5,6,7,8-tetrahydro-1,8-naphthyridin-2-yl)butyl-[2-(trideuteriomethoxy)ethyl]amino]butanoic acid C(C)C(C(=O)NC(C(=O)O)CCN(CCOC([2H])([2H])[2H])CCCCC1=NC=2NCCCC2C=C1)CC